(±)-2-exo-(2-Methylbenzyloxy)-1-methyl-4-iso-propyl-7-oxabicyclo[2.2.1]heptane CC1=C(COC2C3(CCC(C2)(O3)C(C)C)C)C=CC=C1